CN1N=C(C(=C1[N+](=O)[O-])SCC(=O)O)C 2-((1,3-dimethyl-5-nitro-1H-pyrazol-4-yl)thio)acetic acid